4-carboxy-2,2,6,6-tetramethyl-tetramethylpiperidine C(=O)(O)C1C(C(NC(C1(C)C)(C)C)(C)C)(C)C